CC1=NC2=CC=C(C=C2C=C1)CC1=NC=CC=C1C(=O)N [(2-methylquinolin-6-yl)methyl]pyridine-3-carboxamide